C(C)(C)(C)OC(=O)N[C@H](C(=O)OC)CC1=CC=C(C=C1)C1(CC1)B1OC(C(O1)(C)C)(C)C methyl (2S)-2-[(tert-butoxycarbonyl)amino]-3-{4-[1-(4,4,5,5-tetramethyl-1,3,2-dioxaborolan-2-yl)cyclopropyl]phenyl}propanoate